C(=O)(OC(C)(C)C)N1C[C@H](CC1)C(=O)O (s)-1-Boc-pyrrolidine-3-carboxylic acid